bis[4-(vinyloxymethyl)cyclohexylmethyl]glutarate C(=C)OCC1CCC(CC1)COC(CCCC(=O)OCC1CCC(CC1)COC=C)=O